N-methyl-ammonium hexafluoroantimonate F[Sb-](F)(F)(F)(F)F.C[NH3+]